FC1=C(COC(CCS(=O)C2=NC(=CC(=N2)C=2C=C(C(N(C2)CC2CCOCC2)=O)F)C)C2=CC=CC=C2)C=CC(=C1)F 5-(2-(3-(2,4-difluorobenzyloxy)-3-phenylpropylsulfinyl)-6-methylpyrimidin-4-yl)-3-fluoro-1-((tetrahydro-2H-pyran-4-yl)methyl)pyridin-2(1H)-one